6-((4-((2-(Dimethylphosphoryl)phenyl)amino)-5-(trifluoromethyl)pyrimidin-2-yl)amino)-N-isobutoxynicotinamide CP(=O)(C)C1=C(C=CC=C1)NC1=NC(=NC=C1C(F)(F)F)NC1=NC=C(C(=O)NOCC(C)C)C=C1